COC(C(C)(C)N1N=C(C(=C1C)S(N(CC1=CC=C(C=C1)OC)CC1=CC=C(C=C1)OC)(=O)=O)C)=O 2-(4-(N,N-bis(4-methoxybenzyl)sulfamoyl)-3,5-dimethyl-1H-pyrazol-1-yl)-2-methylpropionic acid methyl ester